C(=O)C=1N(C2=CC=CC=C2C1NC(OC(C)(C)C)=O)C tert-butyl (2-(formyl)-1-methyl-1H-indol-3-yl)carbamate